(S)-N-(5-(2-acetamidothiazolo[5,4-b]pyridin-5-yl)-2-methoxypyridin-3-yl)-3-phenylisoxazolidine-2-carboxamide C(C)(=O)NC=1SC2=NC(=CC=C2N1)C=1C=C(C(=NC1)OC)NC(=O)N1OCC[C@H]1C1=CC=CC=C1